ClC=1C=CC(=C(C1)C=1C=C2CC(C(C2=CC1F)NC(O[C@@H]1CN2CCC1CC2)=O)(C)C)OC (S)-quinuclidin-3-yl (5-(5-chloro-2-methoxyphenyl)-6-fluoro-2,2-dimethyl-2,3-dihydro-1H-inden-1-yl)carbamat